CC=1C=NC=2CCNC(C2C1)C 3,5-dimethyl-5,6,7,8-tetrahydro-1,6-naphthyridine